Tert-butyl (3S)-3-[3-[1-(2,6-dioxo-3-piperidyl)-3-methyl-2-oxo-benzimidazol-4-yl]prop-2-ynoxy]pyrrolidine-1-carboxylate O=C1NC(CCC1N1C(N(C2=C1C=CC=C2C#CCO[C@@H]2CN(CC2)C(=O)OC(C)(C)C)C)=O)=O